ClC=1C=C(C=CC1C1(COC1)NC(=O)C=1N(C2=CC=C(C(=C2C1)Cl)Cl)C)CC(=O)O 2-{3-chloro-4-[3-(4,5-dichloro-1-methyl-1H-indole-2-amido)oxetan-3-yl]phenyl}acetic acid